C(CCC(=O)O)(=O)O.CN(CCC1=CNC2=CC=C(C=C12)CS(=O)(=O)NC)C 3-[2-(dimethylamino)ethyl]-N-methylindole-5-methanesulfonamide succinate